FC1=C(C#N)C(=CC=C1)N1CCOCC1 fluoro-6-morpholinylbenzonitrile